C(#N)[C@H]1C[C@H]([C@@H]([C@H](C1)C1=CC=C(C=C1)NC)C(=O)O)C(NC1=C(C=C(C=C1)C(F)(F)F)F)=O (1R,2R,4R,6S)-4-cyano-2-((2-fluoro-4-(trifluoromethyl)phenyl)carbamoyl)-6-(4-(methylamino)phenyl)cyclohexane-1-carboxylic acid